(S)-N,N-BIS(4-METHOXYBENZYL)-1-OXOHEX-5-ENE-2-SULFONAMIDE COC1=CC=C(CN(S(=O)(=O)[C@H](C=O)CCC=C)CC2=CC=C(C=C2)OC)C=C1